(R)-7-(5-(1-(3,5-dichloropyridin-4-yl)ethoxy)-1H-indazol-3-yl)-1-(2,2-difluoro-ethyl)-2,3-dihydro-1H-pyrido[2,3-b][1,4]oxazine ClC=1C=NC=C(C1[C@@H](C)OC=1C=C2C(=NNC2=CC1)C1=CC2=C(OCCN2CC(F)F)N=C1)Cl